methyl 4-{[(2S)-1-{4-[(2-phenyl-1,3-thiazol-5-yl)sulfonyl]piperazin-1-yl}propan-2-yl]amino}quinazoline-8-carboxylate C1(=CC=CC=C1)C=1SC(=CN1)S(=O)(=O)N1CCN(CC1)C[C@H](C)NC1=NC=NC2=C(C=CC=C12)C(=O)OC